FC(C1=CC=CC(=N1)N1CC(C1)C(=O)O)(F)F 1-[6-(trifluoromethyl)pyridin-2-yl]azetidine-3-carboxylic acid